C(#N)CC(=O)N1CC(C(CC1)C)NC1=C2C(=NC=C1C(=O)OC(C)C)NC=C2 isopropyl 4-((1-(2-cyanoacetyl)-4-methylpiperidin-3-yl)amino)-1H-pyrrolo[2,3-b]pyridine-5-carboxylate